C(CCC)OP(=O)(OCCCC)OCCCC.[Fe+3] ferric tributyl-phosphate